N-(2-(4-(4-(2-amino-2-oxoethyl)piperazin-1-yl)butoxy)ethyl)-2-(4-(3-hydroxypropyl)piperazin-1-yl)acetamide NC(CN1CCN(CC1)CCCCOCCNC(CN1CCN(CC1)CCCO)=O)=O